4-fluoro-5-cyano-2-(methylsulfonyl)benzamide FC1=CC(=C(C(=O)N)C=C1C#N)S(=O)(=O)C